P(=O)(OCCCCC)(OCCCCC)OC1=CC=CC=C1 di-(1-pentyl) phenyl phosphate